N-(3-chloro-2-fluorophenyl)-4-methylbenzamide ClC=1C(=C(C=CC1)NC(C1=CC=C(C=C1)C)=O)F